Cl.C(CC(=O)O)(=O)O malonate hydrochloride